2-IMINOPIPERIDINE N=C1NCCCC1